N-(5-(3-Fluorophenoxy)-2-methoxyphenyl)-2-methyl-5-oxopyrrolidine-2-carboxamide FC=1C=C(OC=2C=CC(=C(C2)NC(=O)C2(NC(CC2)=O)C)OC)C=CC1